NC=1C2=C(N=C(N1)O)C=CC(=N2)Cl 4-amino-6-chloropyrido[3,2-d]pyrimidin-2-ol